Ethyl 2-((6-((5-(2,3-dihydrobenzo[b][1,4]dioxine-6-carboxamido)-2-methylpyridin-3-yl)carbamoyl)quinolin-2-yl)oxy)acetate O1C2=C(OCC1)C=C(C=C2)C(=O)NC=2C=C(C(=NC2)C)NC(=O)C=2C=C1C=CC(=NC1=CC2)OCC(=O)OCC